N1CC(C1)C1=CC=CC=2NC(N(C21)C)=O 4-(azetidin-3-yl)-3-methyl-1H-benzimidazol-2-one